4-fluorophenol-d5 [2H]C1=C(C(=C(C(=C1O[2H])[2H])[2H])F)[2H]